[Al+2].C(CCCCCCCCCCCCCCCCC)(=O)[O-].C(CCCCCCCCCCCCCCCCC)(=O)[O-] distearate aluminium